NC1=NC=C(C=N1)C1=NN2C(N=CC(=C2)C=2C(=C(C=CC2C)O)C)=C1 3-(2-(2-aminopyrimidin-5-yl)pyrazolo[1,5-a]pyrimidin-6-yl)-2,4-dimethylphenol